N1N(CC2=CC=CC=C12)CNC(=S)NC1=CC=C(C=C1)F 1-((1H-indazol-2-yl)methyl)-3-(4-fluorophenyl)thiourea